4-((6,6-dimethyltetrahydro-2H-pyran-3-ylamino)pyrido[3,4-d]pyridazin-1-yl)phenol CC1(CCC(CO1)NC=1N=NC(=C2C1C=NC=C2)C2=CC=C(C=C2)O)C